sodium butylphthalide C(CCC)C1OC(=O)C2=CC=CC=C12.[Na]